NC1=NC=2C=CC=CC2C2=C1N=C(N2CC(C)(O)C)CC(C)C 1-(4-amino-2-isobutyl-1H-imidazo[4,5-c]quinolin-1-yl)-2-methylpropan-2-ol